N1(C=NC=C1)[C@H]1CC2=CC[C@H]3[C@@H]4CC=C([C@@]4(C)CC[C@@H]3[C@]2(CC1)C)N1C=NC2=C1C=CC=C2 3α-(1H-Imidazol-1-yl)-17-(1H-benzimidazol-1-yl)androsta-5,16-dien